2-(2-fluoro-4-((cis)-4-hydroxypyrrolidin-2-yl)phenyl)-N-(tetrahydro-2H-pyran-4-yl)benzo[d]imidazo[2,1-b]thiazole-7-carboxamide FC1=C(C=CC(=C1)[C@@H]1NC[C@@H](C1)O)C=1N=C2SC3=C(N2C1)C=CC(=C3)C(=O)NC3CCOCC3